methyl 7-(3-bromophenyl)-7-(2-(2-fluoro-5-((6-fluoro-4-(hydroxymethyl)-1H-indol-5-yl)oxy)phenyl)-1H-imidazol-5-yl)-2,2-dimethyloctanoate BrC=1C=C(C=CC1)C(CCCCC(C(=O)OC)(C)C)(C)C1=CN=C(N1)C1=C(C=CC(=C1)OC=1C(=C2C=CNC2=CC1F)CO)F